2-chloro-4-methoxybenzo[d]thiazole-6-carboxylic acid methyl ester COC(=O)C1=CC2=C(N=C(S2)Cl)C(=C1)OC